Methylenebis-acrylamide [(1R)-3-[3-[4-(5-hydroxy-1-tetrahydropyran-2-yl-indazol-3-yl)pyrazol-1-yl]propoxy]-1-methyl-propyl]methanesulfonate OC=1C=C2C(=NN(C2=CC1)C1OCCCC1)C=1C=NN(C1)CCCOCC[C@@H](C)CS(=O)(=O)O.C(C=CC(=O)N)C=CC(=O)N